anthracenyl ketone C1=CC=C2C=C3C(=CC2=C1)C=CC=C3C(=O)C4=CC=CC5=CC6=CC=CC=C6C=C54